C(C1=CC=CC=C1)OC[C@H]1N(S(C2=C(N(C1)C1=CC=CC=C1)C=C(C(=C2)Br)Cl)(=O)=O)C (S)-3-((benzyloxy)methyl)-8-bromo-7-chloro-2-methyl-5-phenyl-2,3,4,5-tetrahydrobenzo[f][1,2,5]thiadiazepine 1,1-dioxide